COC1=CC=C(C=C1)C1=NOC(=N1)C1CCC(CC1)C(=O)O (1r,4r)-4-(3-(4-methoxyphenyl)-1,2,4-oxadiazol-5-yl)cyclohexane-1-carboxylic acid